ClC1=NC(=NC(=N1)Cl)C=CC1=CC=CC=C1 2,4-dichloro-6-styryl-1,3,5-triazine